C(C)(C)(C)C1=CC=C(C=C1)C(CNCCCCC)N=C(C1=CC=CC=C1)C1=CC=CC=C1 N-(2-(4-(tert-butyl)phenyl)-2-((diphenylmethylene)amino)ethyl)pentan-1-amine